FC=1C=C(C=CC1)N[C@H](C)C1=CC(=CN2C1=NC(=CC2=O)N2CCOCC2)C |r| (±)-9-[1-(3-fluorophenylamino)ethyl]-7-methyl-2-morpholin-4-yl-pyrido[1,2-a]pyrimidin-4-one